3-ethoxy-4-((4-methylnon-3-en-1-yl)oxy)benzaldehyde C(C)OC=1C=C(C=O)C=CC1OCCC=C(CCCCC)C